FC1=C(N=CC2=C1N=C(N=C2N2CCOC1CC21)OC[C@]21CCCN1C[C@@H](C2)F)C2=C(C=CC1=CC=CC=C21)O [8-fluoro-2-{[(2R,7aS)-2-fluorotetrahydro-1H-pyrrolizin-7a(5H)yl]methoxy}-4-(2-oxa-5-azabicyclo[4.1.0]heptan-5-yl)pyrido[4,3-d]pyrimidin-7-yl]naphthalen-2-ol